isobutyl (R)-(5-(5-(difluoromethyl)-1,2,4-oxadiazol-3-yl)-2,3-dihydro-1H-inden-1-yl)carbamate FC(C1=NC(=NO1)C=1C=C2CC[C@H](C2=CC1)NC(OCC(C)C)=O)F